1-(2-methoxyethyl)-N-(3-(4-morpholino-6-(pyridin-3-yl)thieno[3,2-d]pyrimidin-2-yl)phenyl)piperidine-4-carboxamide COCCN1CCC(CC1)C(=O)NC1=CC(=CC=C1)C=1N=C(C2=C(N1)C=C(S2)C=2C=NC=CC2)N2CCOCC2